BrC1=C2C=CC(N(C2=C(C=C1)Br)C)P(OC)(OC)=O Dimethyl (5,8-dibromo-1-methyl-1,2-dihydroquinolin-2-yl)phosphonate